tert-butyl 9-methylsulfonyloxy-3-azaspiro[5.5]undecane-3-carboxylate CS(=O)(=O)OC1CCC2(CCN(CC2)C(=O)OC(C)(C)C)CC1